2-((3'r)-1'-(6-amino-5-fluoropyrimidin-4-yl)-2-oxo-1,3'-bipiperidin-3-ylamino)-N,N-dimethylbenzenesulfonamide NC1=C(C(=NC=N1)N1C[C@@H](CCC1)N1C(C(CCC1)NC1=C(C=CC=C1)S(=O)(=O)N(C)C)=O)F